C(C)N1C2=CC=CC=C2C=2C=C(C=CC12)CNCCCNC(=O)C1=NC2=C(N1)C=CC=C2 N-(3-((9-ethyl-9H-carbazol-3-yl)methylamino)propyl)-1H-benzo[d]imidazole-2-carboxamide